ClC=1C=C2C(=NC1I)N=C(N2COCC[Si](C)(C)C)O[C@@H]2C[C@@H]1OC(OC[C@H]1OC2)C2=CC=CC=C2 6-chloro-5-iodo-2-(((4aR,7R,8aS)-2-phenylhexahydropyrano[3,2-d][1,3]dioxin-7-yl)oxy)-1-((2-(trimethylsilyl)ethoxy)methyl)-1H-imidazo[4,5-b]pyridine